tert-butyl (R)-8-benzyl-3-(2-((tert-butyldimethylsilyl)oxy)ethyl)-1-oxo-2,8-diazaspiro[4.5]decane-2-carboxylate C(C1=CC=CC=C1)N1CCC2(C[C@@H](N(C2=O)C(=O)OC(C)(C)C)CCO[Si](C)(C)C(C)(C)C)CC1